COC=1C=C(CN(C=2C=C(COCCOC=3C=C(N(C)C)C=CC3)C=CC2)CC2=CC(=CC=C2)OC)C=CC1 3-(2-(3-(bis(3-methoxybenzyl)amino)benzyloxy)ethoxy)-N,N-dimethylaniline